4-trifluoromethyl-2-methyl-phenyl-Boronic acid FC(C1=CC(=C(C=C1)B(O)O)C)(F)F